benzyl ((1-(1-(cis-4-isopropylcyclohexyl) piperidin-4-yl)-3-((methoxyimino) methyl)-1H-pyrrolo[2,3-b]pyridin-2-yl)methyl)carbamate C(C)(C)[C@H]1CC[C@H](CC1)N1CCC(CC1)N1C(=C(C=2C1=NC=CC2)C=NOC)CNC(OCC2=CC=CC=C2)=O